FC=1C=C(C=C(C1)C(F)(F)F)[C@@H]1[C@@H](N(C(O1)=O)C(=O)NCC1=CC=NC2=CC=CC=C12)C (4S,5R)-5-[3-fluoro-5-(trifluoromethyl)phenyl]-4-methyl-2-oxo-N-(quinolin-4-ylmethyl)-1,3-oxazolidine-3-carboxamide